FC1=CC=C(OCC=2SC=3C(N(CCC3N2)C2=NC=C(C=C2)F)=O)C=C1 [(4-fluorophenoxy)methyl]-5-(5-fluoro-2-pyridinyl)-6,7-dihydro-thiazolo[5,4-c]pyridin-4(5H)-one